C1(=CC=CC=C1)[P+](CCCCS(=O)(=O)[O-])(C1=CC=CC=C1)C1=CC=CC=C1.NC=1C=CC=2N(C3=CC=C(C=C3C2C1)N)C(C)C 3,6-diamino-9-isopropyl-carbazole 4-(triphenylphosphonio)butane-1-sulfonate